C(C)(C)(C)OC(NCC1=CC=C(C=C1)C=1SC(=CC1)CN1CCCC1)=O.C(C)C1=CC2=C(C3=CC=C(C=C3C(=C2C=C1)OC(=O)OCCCCCCC)CC)OC(=O)OCCCCCCC 2,6-diethyl-9,10-bis(n-heptyloxycarbonyloxy)anthracene tert-Butyl-4-(5-(pyrrolidin-1-ylmethyl)thiophen-2-yl)benzylcarbamate